N-(4-fluorophenyl)-4-methylbenzenesulfonamide FC1=CC=C(C=C1)NS(=O)(=O)C1=CC=C(C=C1)C